2-(2-chlorophenyl)-N-(2-(4-methoxyphenoxy)-5-sulfamoylquinolin-7-yl)acetamide californium(III) [Cf+3].ClC1=C(C=CC=C1)CC(=O)NC1=CC(=C2C=CC(=NC2=C1)OC1=CC=C(C=C1)OC)S(N)(=O)=O